CN1C=CC2=C1N=CN=C2OC2=CC=C(C=C2)C(C(=O)N)C=2C=NC=CC2 (4-((7-methyl-7H-pyrrolo[2,3-D]pyrimidin-4-yl)oxy)phenyl)-2-(pyridin-3-yl)acetamide